1,5-dihydrospiro[1-benzazepine-4,2'-[1,3]dioxolane]-2(3H)-one O1C2(OCC1)CC(NC1=C(C2)C=CC=C1)=O